N-[[6-[2-(2-Thienyl)ethylamino]-2-pyridyl]sulfonyl]-2-(2,2,4-trimethylpyrrolidin-1-yl)pyridin-3-carboxamid S1C(=CC=C1)CCNC1=CC=CC(=N1)S(=O)(=O)NC(=O)C=1C(=NC=CC1)N1C(CC(C1)C)(C)C